C(=O)OC1COC1 Oxetan-3-ol formate